C(C=C)(=O)N1C[C@@H](N(C[C@H]1C)C1=NC(=NC2=C(C(=C(C=C12)Cl)C=1C(=CC=C2C=NN(C12)C)C)F)N1CC(C1)C(=O)N)C 1-(4-((2S,5R)-4-acryloyl-2,5-dimethylpiperazin-1-yl)-6-chloro-7-(1,6-dimethyl-1H-indazol-7-yl)-8-fluoroquinazolin-2-yl)azetidine-3-carboxamide